[Br].C=CC(C)C isopentene bromine